6-(1-methyl-1H-imidazol-4-yl)-N-(4-(trifluoromethyl)phenyl)isoindoline-5-amine dihydrochloride Cl.Cl.CN1C=NC(=C1)C1=C(C=C2CNCC2=C1)NC1=CC=C(C=C1)C(F)(F)F